3-(4-((1S,4S,5R)-5-((5-cyclopropyl-3-(2,6-dichlorophenyl)isoxazol-4-yl)methoxy)-2-azabicyclo[2.2.1]heptan-2-yl)-2-fluorophenyl)-2,2-dimethylpropanoic acid C1(CC1)C1=C(C(=NO1)C1=C(C=CC=C1Cl)Cl)CO[C@H]1[C@@H]2CN([C@H](C1)C2)C2=CC(=C(C=C2)CC(C(=O)O)(C)C)F